N(=[N+]=[N-])[C@H]1[C@@H](CS(CC1)(=O)=O)OCOCC[Si](C)(C)C (3S,4R)-4-azido-3-((2-(trimethylsilyl)ethoxy)methoxy)tetrahydro-2H-thiopyran 1,1-dioxide